3-(2-Methoxypyrimidin-5-yl)-3-(4-(4-(5,6,7,8-tetrahydro-1,8-naphthyridin-2-yl)butyl)thiazol-2-yl)propionic acid ethyl ester C(C)OC(CC(C=1SC=C(N1)CCCCC1=NC=2NCCCC2C=C1)C=1C=NC(=NC1)OC)=O